C(CCC)[Si](OCCOCC)(OCCOCC)CC butylethyl-bis-(2-ethoxyethoxy)silane